(S)-N-((S)-(3-chloro-2,4-difluorophenyl)((2S,5R)-5-(trifluoromethyl)tetrahydro-2H-pyran-2-yl)methyl)-2-oxooxazolidine-4-carboxamide ClC=1C(=C(C=CC1F)[C@H](NC(=O)[C@H]1NC(OC1)=O)[C@H]1OC[C@@H](CC1)C(F)(F)F)F